ClC1=C(C=C2C=C(N=CC2=C1)NC(=O)C1C(C1)C1CCOCC1)C1CCN(CC1)[C@@]1(COC[C@@H]1F)C N-(7-chloro-6-(1-((3R,4R)-4-fluoro-3-methyltetrahydrofuran-3-yl)piperidin-4-yl)isoquinolin-3-yl)-2-(tetrahydro-2H-pyran-4-yl)cyclopropane-1-carboxamide